2-chloro-4-[[3-(3-fluoro-4-methoxyphenyl)imidazo[1,2-a]pyrazin-8-yl]amino]-N-methyl-N-[2-(2-piperazin-1-ylethoxy)ethyl]benzamide ClC1=C(C(=O)N(CCOCCN2CCNCC2)C)C=CC(=C1)NC=1C=2N(C=CN1)C(=CN2)C2=CC(=C(C=C2)OC)F